(1S,2S)-2-fluoro-N-(6-(tributylstannyl)imidazo[1,2-a]pyrazin-2-yl)cyclopropane-1-carboxamide di-n-butyl-fumarate C(CCC)\C(=C(/C(=O)O)\CCCC)\C(=O)O.F[C@@H]1[C@@H](C1)C(=O)NC=1N=C2N(C=C(N=C2)[Sn](CCCC)(CCCC)CCCC)C1